N-carboxymethyl-pyridine bromide [Br-].C(=O)(O)CN1CC=CC=C1